copper (I) iodide triethyl-phosphite C(C)OP(OCC)OCC.[Cu]I